Tert-butyl 5-amino-3-(3,3-difluorocyclobutyl)-1H-pyrazole-1-carboxylate NC1=CC(=NN1C(=O)OC(C)(C)C)C1CC(C1)(F)F